6-azaspiro[3.4]octane-6-carbaldehyde C1CCC12CN(CC2)C=O